(2-octyldodecyl)zinc (II) bromide [Br-].C(CCCCCCC)C(C[Zn+])CCCCCCCCCC